(S)-4-(2-(4-chloro-2-fluorophenyl)-2-methylbenzo[d][1,3]dioxol-4-yl)-1,2,3,6-tetrahydropyridine 4-methylbenzenesulfonate CC1=CC=C(C=C1)S(=O)(=O)O.ClC1=CC(=C(C=C1)[C@@]1(OC2=C(O1)C=CC=C2C=2CCNCC2)C)F